[Zr].[W].[Pt] platinum-tungsten-zirconium